F[C@H]1CN(CC[C@H]1NC1=CC=CC=2N1N=C(C2SC(F)(F)F)C#CCNC2=C(C=C(C(=O)N)C=C2)OC)C 4-((3-(7-(((3S,4R)-3-fluoro-1-methylpiperidin-4-yl)amino)-3-((trifluoromethyl)thio)pyrazolo[1,5-a]pyridin-2-yl)prop-2-yn-1-yl)amino)-3-methoxybenzamide